5-Amino-1-(1-bromo-1,1-difluoropropan-2-yl)-3-(4-bromophenyl)pyrazole-4-carbonitrile NC1=C(C(=NN1C(C(F)(F)Br)C)C1=CC=C(C=C1)Br)C#N